3-((1-cyclopropyl-2-methyl-1H-benzo[d]imidazol-5-yl)ethynyl)-1-((3s,5r)-5-(methoxymethyl)pyrrolidin-3-yl)-1H-pyrazolo[3,4-d]pyrimidin-4-amine TFA salt OC(=O)C(F)(F)F.C1(CC1)N1C(=NC2=C1C=CC(=C2)C#CC2=NN(C1=NC=NC(=C12)N)[C@@H]1CN[C@H](C1)COC)C